CN(C=1N=NNC1C(=O)O)[C@@H]1CC[C@@H](CC1)C1=CC=C(C=C1)OC(F)(F)F 4-(methyl((cis)-4-(4-(trifluoromethoxy)phenyl)cyclohexyl)amino)-1H-1,2,3-triazole-5-carboxylic acid